FC=1C(=CC(=NC1)OC)C1=CC(=NN1)C(=O)N1C2(CC2)C[C@H](CC1)C(=O)NCC12COC(C1)(C2)C (S)-4-(5-(5-fluoro-2-methoxypyridin-4-yl)-1H-pyrazole-3-carbonyl)-N-((1-methyl-2-oxabicyclo[2.1.1]hexane-4-yl)methyl)-4-azaspiro[2.5]octane-7-carboxamide